5H-6λ2-indolo[2,3-b]indole C1=C2C3=C(NC2=CC=C1)[N]C=1C=CC=CC13